N-(1H-pyrazol-4-yl)-N-(thiophen-2-ylmethyl)-3-p-tolylpropionamide N1N=CC(=C1)N(C(CCC1=CC=C(C=C1)C)=O)CC=1SC=CC1